ClC1=NC=C(C=N1)CC1=CNC2=CC=CC=C12 3-((2-chloropyrimidin-5-yl)methyl)-1H-indole